3,4,6-tri-O-acetyl-beta-D-galactopyranose C(C)(=O)O[C@@H]1[C@H]([C@H](O)O[C@@H]([C@@H]1OC(C)=O)COC(C)=O)O